FC(OC1=CC=C(C=C1)C1=CC=C(C=C1)C(CCC)N1C=NC=C1C(=O)O)(F)F 1-(1-(4'-(trifluoromethoxy)-[1,1'-biphenyl]-4-yl)butyl)-1H-imidazole-5-carboxylic acid